O[C@H]([C@@H](C1=CC=CC=C1)NC(=O)C=1N=C2N(C=CC=C2)C1)C1=CC=CC=C1 N-((1R,2S)-2-hydroxy-1,2-diphenylethyl)imidazo[1,2-a]Pyridine-2-carboxamide